(2-chloro-4-((5-Fluoro-2-methylbenzofuran-7-yl)oxy)phenyl)(4-chloro-7H-pyrrolo[2,3-d]pyrimidin-5-yl)methanone ClC1=C(C=CC(=C1)OC1=CC(=CC=2C=C(OC21)C)F)C(=O)C2=CNC=1N=CN=C(C12)Cl